2-(2'-hydroxy-4'-methylphenyl)benzotriazole OC1=C(C=CC(=C1)C)N1N=C2C(=N1)C=CC=C2